SCCCSCC(CSCCCS)SCCCS 1,2,3-tris(3'-mercaptopropylthio)propane